(4-((dimethylamino)methylpiperidin-1-yl)phenylamino)-1-(7-hydroxy-6,7-dihydro-5H-cyclopenta[b]pyridin-2-yl)-1,2-dihydro-3H-pyrazolo[3,4-d]pyrimidin CN(C)CC1N(CCCC1)C1=CC=C(C=C1)NN1N(C2=NC=NC=C2C1)C1=CC=C2C(=N1)C(CC2)O